FC1=C(C(=CC=C1C(=O)C1=CNC2=NC=C(C=C21)C=2C=NC(=CC2)C=C)F)NS(=O)(=O)CCC N-(2,6-difluoro-3-(5-(6-vinylpyridin-3-yl)-1H-pyrrolo[2,3-b]pyridine-3-carbonyl)phenyl)propane-1-sulfonamide